2,4,6,9,10-pentaazatetracyclo[7.5.2.05,15.012,16]hexadecane-1(2),3,5(15),10,12(16),13-hexaene C12=NC=NC=3NCCN4N=CC(C=C1)=C4C23